Rac-(1r,2r)-2-(2,2-difluoro-5-hydroxypentyl)cyclopropane-1-carboxylic acid tert-butyl ester C(C)(C)(C)OC(=O)[C@H]1[C@H](C1)CC(CCCO)(F)F |r|